C1CCC2=C(C=3CCCC3C=C12)NC(=O)N=S(=O)(N)C=1C=C2C=NN(C2=CC1)C N'-(1,2,3,5,6,7-hexahydro-s-indacen-4-ylcarbamoyl)-1-methyl-1H-indazole-5-sulfonimidamide